O[C@@H]([C@@H](C(=O)N[C@@H](CC(C)C)B1OCCCN(CCCO1)C)NC(C1=NC(=CC=C1)C1=CC=CC=C1)=O)C N-((2S,3R)-3-hydroxy-1-(((R)-3-methyl-1-(7-methyl-1,3,7,2-dioxazaborecan-2-yl)butyl)amino)-1-oxobutan-2-yl)-6-phenylpicolinamide